C(C1=CC=CC=C1)OC1=C(C(=O)N2CC3=C(C=C(C=C3CC2)C(=O)N(C)C)N[C@@H]2COCC2)C(=CC(=C1)O)O (S)-2-(2-(benzyloxy)-4,6-dihydroxybenzoyl)-N,N-dimethyl-8-((tetrahydrofuran-3-yl)amino)-1,2,3,4-tetrahydroisoquinoline-6-carboxamide